benzyldiethyl-(2,6-xylylcarbamoyl)methylammonium benzoate C(C1=CC=CC=C1)(=O)[O-].C(C1=CC=CC=C1)[N+](CC(NC1=C(C=CC=C1C)C)=O)(CC)CC